BrC1=CC=CC=2N(C(NC21)=O)C2CCN(CC2)C(=O)NC2=CC(=C(C=C2)F)C 4-(4-bromo-2-oxo-2,3-dihydro-1H-1,3-benzodiazol-1-yl)-N-(4-fluoro-3-methylphenyl)piperidine-1-carboxamide